ClC=1C=C(C=CC1F)C(CO)(C)NC1=NC2=C(N1)C=CC=C2CN2C(SC=C2)=N (+)-2-(3-chloro-4-fluorophenyl)-2-({4-[(2-imino-2,3-dihydro-1,3-thiazol-3-yl)methyl]-1H-1,3-benzodiazol-2-yl}amino)propan-1-ol